C1=NC=CC=2C1=C1C=CC=CN1C2 pyrido[3,4-a]indolizine